(4-fluorophenyl)-3-phenyl-3-(4-phenyl-2H-1,2,3-triazol-2-yl)propan-1-one FC1=CC=C(C=C1)C(CC(N1N=CC(=N1)C1=CC=CC=C1)C1=CC=CC=C1)=O